6-chloro-8-fluoro-7-(6-fluoro-3,4-dihydroquinolin-1(2H)-yl)-2-(((1-methylpyrrolidin-2-yl)methoxy)quinazolin-4-yl)piperazine-1-carboxylic acid ClC1CNCC(N1C(=O)O)C1=NC(=NC2=C(C(=CC=C12)N1CCCC2=CC(=CC=C12)F)F)OCC1N(CCC1)C